bis(bicyclo[2.2.1]heptane-1-carboxylic acid) dihydrochloride Cl.Cl.C12(CCC(CC1)C2)C(=O)O.C21(CCC(CC2)C1)C(=O)O